(isopropyldimethylsilyl)bis(trimethylsilyl)phosphine C(C)(C)[Si](C)(C)P([Si](C)(C)C)[Si](C)(C)C